ClC=1C(=CC(=NC1)NC(C)C)C=1C=C2N(CC(CN(C2=O)CC2=C(C=CC(=C2)F)CO)CO)C1 8-(5-chloro-2-(isopropylamino)pyridin-4-yl)-2-(5-fluoro-2-(hydroxymethyl)benzyl)-4-(hydroxymethyl)-2,3,4,5-tetrahydro-1H-pyrrolo[1,2-a][1,4]diazepin-1-one